Racemic-6-(difluoromethyl)-5-fluoro-N-(8-fluoro-6-oxo-1,4,5,6-tetrahydro-2H-pyrano[3,4-c]isoquinolin-1-yl)-N-methyl-1H-indole-2-carboxamide FC(C1=C(C=C2C=C(NC2=C1)C(=O)N(C)[C@H]1COCC=2NC(C=3C=C(C=CC3C21)F)=O)F)F |r|